C(OC[C@]1(N2[C@@H](C[C@@H](C1=O)CC2)C)COP(=O)(OC2=CC=CC=C2)N[C@@H](C)C(=O)OC(C)C)([2H])([2H])[2H] isopropyl ((((1R,2S,4S,6R)-2-((methoxy-d3)methyl)-6-methyl-3-oxoquinuclidin-2-yl)methoxy)(phenoxy)phosphoryl)-L-alaninate